NCCOCCOCCOCCOCCOCCOCCOCCOCCOC1=NC(=C(C(=N1)OC)NC(=O)C=1OC(=CC1)OC=1C=C2C(CCC2=CC1C)(C)C)OC N-(2-((26-amino-3,6,9,12,15,18,21,24-octaoxahexacosyl)oxy)-4,6-dimethoxypyrimidin-5-yl)-5-((3,3,6-trimethyl-2,3-dihydro-1H-inden-5-yl)oxy)furan-2-carboxamide